ClC1=CC=CC=N1 6-Chloropyridin